3-(4-(4-(trifluoromethoxy)phenyl)-1H-pyrazol-1-yl)bicyclo[1.1.1]pentane-1-carboxylic acid FC(OC1=CC=C(C=C1)C=1C=NN(C1)C12CC(C1)(C2)C(=O)O)(F)F